2,2-difluoroethyl cis-2-(biphenyl-3-ylmethyl)-3-((methylsulfonyl)amino)piperidine-1-carboxylate C1(=CC(=CC=C1)C[C@@H]1N(CCC[C@@H]1NS(=O)(=O)C)C(=O)OCC(F)F)C1=CC=CC=C1